8-((4-(2-methyl-6-(methylcarbamoyl)pyridin-3-yl)piperazin-1-yl)methyl)-7-fluoropyrrolo[1,2-c]quinazolin-5(6H)-one CC1=NC(=CC=C1N1CCN(CC1)CC=1C=CC=2C=3N(C(NC2C1F)=O)C=CC3)C(NC)=O